2-iodo-N-(1,2,4-thiadiazol-5-yl)benzamide IC1=C(C(=O)NC2=NC=NS2)C=CC=C1